5-(4-((1'-(4-amino-2-cyclopropyl-5-methoxyphenyl)-[4,4'-bipiperidin]-1-yl)methyl)piperidin-1-yl)-2-(2,6-dioxopiperidin-3-yl)isoindoline-1,3-dione NC1=CC(=C(C=C1OC)N1CCC(CC1)C1CCN(CC1)CC1CCN(CC1)C=1C=C2C(N(C(C2=CC1)=O)C1C(NC(CC1)=O)=O)=O)C1CC1